FC(C1=NN=C(S1)N1C2=C(C3=CC=C(C=C13)S(NC1(CC1)C)(=O)=O)C(=CC=N2)C2CCN(CC2)C(=O)N(C)C)F 4-(9-(5-(difluoromethyl)-1,3,4-thiadiazol-2-yl)-7-(N-(1-methylcyclopropyl)sulfamoyl)-9H-pyrido[2,3-b]indol-4-yl)-N,N-dimethylpiperidine-1-carboxamide